Cl.FC1=CC=C(C(=O)NC=2C=C3CCNCC3=CC2)C=C1 4-fluoro-N-(1,2,3,4-tetrahydroisoquinolin-6-yl)benzamide hydrochloride